3-(4-amino-2-fluorophenyl)chroman-4-ol NC1=CC(=C(C=C1)C1COC2=CC=CC=C2C1O)F